ClC1=C(C=C(C=C1)F)[C@H]1C=2N(CC(N1)=O)C(=NC2NC(C2=CC(=CC(=C2)C(F)(F)F)F)=O)C=O (S)-N-(8-(2-chloro-5-fluorophenyl)-3-formyl-6-oxo-5,6,7,8-tetrahydroimidazo[1,5-a]pyrazin-1-yl)-3-fluoro-5-(trifluoromethyl)benzamide